4-amino-2-ethoxy-N-(5-nitrothiazol-2-yl)benzamide NC1=CC(=C(C(=O)NC=2SC(=CN2)[N+](=O)[O-])C=C1)OCC